FC1=CC=C(C=C1)C(N1C[C@@H](N(C[C@H]1C)C1=C(C(N(C=2C=CC(=NC12)C#N)C)=O)C#N)C)C=1N=CSC1 8-[(2S,5R)-4-[(4-fluorophenyl)(1,3-thiazol-4-yl)methyl]-2,5-dimethylpiperazin-1-yl]-5-methyl-6-oxo-5,6-dihydro-1,5-naphthyridine-2,7-dicarbonitrile